ClC=1C=C2C=C(C=NC2=CC1)NC1=NC(=NC=C1)NC1=CC2=C(OCC(O2)CN(C)C)C=C1 4-(6-chloro-3-quinolylamino)-2-{3-[(dimethylamino)methyl]-2,3-dihydro-1,4-benzodioxin-6-ylamino}pyrimidine